(3S)-3-[9H-fluoren-9-ylmethoxycarbonyl(methyl)amino]-4-[4-(oxetan-3-yl)piperazin-1-yl]-4-oxobutanoic acid C1=CC=CC=2C3=CC=CC=C3C(C12)COC(=O)N([C@@H](CC(=O)O)C(=O)N1CCN(CC1)C1COC1)C